6,6'-methylenebis(2,4-di-tert-butylphenol) C(C1=CC(=CC(=C1O)C(C)(C)C)C(C)(C)C)C1=CC(=CC(=C1O)C(C)(C)C)C(C)(C)C